4-(4-((6-((1-acryloylpiperidin-4-yl)amino)-7-methoxyquinazolin-4-yl)amino)-3-fluorophenoxy)-N-methylpicolinamide C(C=C)(=O)N1CCC(CC1)NC=1C=C2C(=NC=NC2=CC1OC)NC1=C(C=C(OC2=CC(=NC=C2)C(=O)NC)C=C1)F